(2-(dimethylamino)-2-oxoethyl)-N-(1-(5-fluorobenzo[c]isothiazol-3-yl)piperidin-4-yl)-1H-imidazole-4-carboxamide CN(C(CN1C=NC(=C1)C(=O)NC1CCN(CC1)C1=C2C(=NS1)C=CC(=C2)F)=O)C